BrC=1C=C2C(=C(N(C2=CC1)C1CC(C1)C#N)C=1C(=NC=CC1)[C@@H](C)OC)CC(CO)(C)C (1R,3s)-3-(5-bromo-3-(3-hydroxy-2,2-dimethylpropyl)-2-(2-((S)-1-methoxyethyl)pyridin-3-yl)-1H-indol-1-yl)cyclobutane-1-carbonitrile